CN1C(N(C2=C1C=C(C=C2)CCC2CCNCC2)C2C(NC(CC2)=O)=O)=O 3-[3-methyl-2-oxo-5-[2-(4-piperidinyl)ethyl]Benzimidazol-1-yl]Piperidine-2,6-dione